ClC=1C=2C=CN(CC2C(=C2C1OC(O2)(C)[C@@H]2CC[C@H](CC2)N(C)C)C)CC=2C(NC(=CC2SC)C)=O 9-Chloro-2-(Trans-4-(Dimethylamino)Cyclohexyl)-2,4-Dimethyl-6-((6-Methyl-4-(Methylthio)-2-Oxo-1,2-Dihydropyridin-3-Yl)Methyl)-[1,3]Dioxolo[4,5-g]Isoquinolin